FC1(CCN(CC1)C(=O)C=1C=NC2=C(C=CC=C2C1)B(O)O)F [3-(4,4-Difluoropiperidine-1-carbonyl)-8-quinolyl]boronic acid